fluorobenzo[b]thiophene FC1=CC2=C(S1)C=CC=C2